8-cyclopentyl-2-((2-(methylsulfonyl)-1,2,3,4-tetrahydroisoquinolin-6-yl)amino)-7-oxo-7,8-dihydropyrido[2,3-d]pyrimidine-6-carbonitrile C1(CCCC1)N1C(C(=CC2=C1N=C(N=C2)NC=2C=C1CCN(CC1=CC2)S(=O)(=O)C)C#N)=O